2,3-dichloro-4-methoxy-benzoic acid ClC1=C(C(=O)O)C=CC(=C1Cl)OC